N-{[(9H-fluoren-9-yl)methoxy]carbonyl}-3-({[(prop-2-en-1-yl)oxy]carbonyl}amino)-L-alanine C1=CC=CC=2C3=CC=CC=C3C(C12)COC(=O)N[C@@H](CNC(=O)OCC=C)C(=O)O